NC1=C(C=C(C=N1)C1=CC=C(C=C1)C(=O)N1CCC(CC1)N1CCCC1)OCC1=C(C=CC=C1)C {4-[6-amino-5-(2-methyl-benzyloxy)-pyridin-3-yl]-phenyl}-(4-pyrrolidin-1-yl-piperidin-1-yl)-methanone